NC=1N=NC(=CC1N1C[C@H](C(CC1)(F)F)C1=CC=C(C(=O)OC)C=C1)C1=C(C=CC=C1)O |o1:9| Methyl (R*)-4-(1-(3-amino-6-(2-hydroxyphenyl)pyridazin-4-yl)-4,4-difluoropiperidin-3-yl)benzoate